FC1=C2CNC(C2=CC(=C1)C(C)OC)=O 4-fluoro-6-(2-methyloxyeth-2-yl)-2,3-dihydro-1H-isoindol-1-one